FC1=CC=C(C=C1)N1C(=C(C2=C1C=C1C=NN(C1=C2)C(C(C)(C)C)=O)I)C2(COC2)C 1-[5-(4-fluorophenyl)-7-iodo-6-(3-methyloxetan-3-yl)pyrrolo[2,3-f]indazol-1-yl]-2,2-dimethyl-propan-1-one